N-(R)-tetrahydrofuran-3-yl-[2,1,3]-benzoxadiazole-5-carboxamide O1CC(CC1)NC(=O)C1=CC=2C(=NON2)C=C1